ClC=1C=C(C(=O)N2CC=3C(=NN4C3C(N(C[C@H]4C)C(C)C4=CC=C(C=C4)S(=O)(=O)N(C(OC(C)(C)C)=O)C)=O)C[C@H]2C)C=CC1Cl tert-Butyl ((4-(1-((3R,7R)-2-(3,4-dichlorobenzoyl)-3,7-dimethyl-10-oxo-1,3,4,7,8,10-hexahydropyrido[4',3':3,4]pyrazolo[1,5-a]pyrazin-9(2H)-yl)ethyl)phenyl)sulfonyl)(methyl)carbamate